C(C)(C)(C)OC(NC1(COC1)C1=NC=CC(=C1)N)=O (3-(4-aminopyridin-2-yl)oxetan-3-yl)carbamic acid tert-butyl ester